COC(C(COC1=C(C=C(C=C1Cl)C1=NNC(CC1C)=O)Br)(C)C)=O 3-[2-bromo-6-chloro-4-(4-methyl-6-oxo-4,5-dihydro-1H-pyridazin-3-yl)phenoxy]-2,2-Dimethyl-propionic acid methyl ester